O[C@@H]1CC[C@@]2([C@H]3CC[C@@]4([C@H](CC[C@H]4[C@@H]3CCC2=C1)C(C)=O)C)C 1-((3R,8S,9S,10R,13S,14S,17S)-3-hydroxy-10,13-dimethyl-2,3,6,7,8,9,10,11,12,13,14,15,16,17-tetradecahydro-1H-cyclopenta[a]phenanthren-17-yl)ethan-1-one